C(CC)OS(=O)(=O)[N+]1=CC=CC=C1 propylpyridinium-N-sulfonate